BrC=1C=C2CC(C(C2=CC1)=O)(F)F 5-bromo-2,2-difluoro-2,3-dihydro-1H-inden-1-one